3-acetyl-1,2-epoxypropane C(C)(=O)CC1CO1